tert-butyl (S)-(1-((1',2'-dimethyl-6'-oxo-1',6'-dihydro-[3,3'-bipyridin]-6-yl)amino)-1-oxo-3,3-diphenylpropan-2-yl)carbamate CN1C(=C(C=CC1=O)C=1C=NC(=CC1)NC([C@H](C(C1=CC=CC=C1)C1=CC=CC=C1)NC(OC(C)(C)C)=O)=O)C